NC1=NC=NC(=N1)N1CCOCC1 2-amino-4-morpholinyl-1,3,5-triazine